C(C)OC(=O)C1=C(N=C(S1)NC1=NC(=CC(=N1)N1CCC(CC1)O)NCCN1CCOCC1)C 4-Methyl-2-[[4-[4-hydroxy-1-piperidinyl]-6-[[2-(4-morpholinyl)ethyl]amino]-2-pyrimidinyl]amino]-5-thiazolecarboxylic acid ethyl ester